N-(7-bromobenzo[d]isoxazol-3-yl)-N-((2,4-diethylbenzyl)oxy)-5-ethyl-2-methoxybenzenesulfonamide BrC1=CC=CC=2C(=NOC21)N(S(=O)(=O)C2=C(C=CC(=C2)CC)OC)OCC2=C(C=C(C=C2)CC)CC